CN(CCN1C(=NC2=C1C=CC(=C2)C(=O)OCC)NC=2OC1=C(N2)C=CC(=C1)OC(F)(F)F)C ethyl 1-(2-(dimethylamino) ethyl)-2-((6-(trifluoromethoxy) benzo[d]oxazol-2-yl) amino)-1H-benzo[d]imidazole-5-carboxylate